N1(N=NC=C1)C=1C=C(C=NC1)CO (5-(1H-1,2,3-triazol-1-yl)pyridin-3-yl)methanol